FC(C1=C(C=CC(=C1)N)C1=C(C=C(N)C=C1)C(F)(F)F)(F)F 2,2'-Bistrifluoromethylbenzidine